C(C)N(C(OC(C)(C)C)=O)[C@H]1C[C@H](NCC1)C1=CC=CC=C1 tert-Butyl ethyl((2S-4R)-2-phenylpiperidin-4-yl)carbamate